CN(C=1C=NC=C(C(=O)NC(C)C=2N=C3N(C=C(C=C3)CNCC34CC(C3)(C4)F)C2)C1)C 5-(dimethylamino)-N-(1-(6-((((3-fluorobicyclo[1.1.1]pentan-1-yl)methyl)amino)methyl)imidazo[1,2-a]pyridin-2-yl)ethyl)nicotinamide